1-(2,6-difluorophenyl)-1-piperidin-1-ylmethylamine FC1=C(C(=CC=C1)F)C(N1CCCCC1)N